OC1=C(OC(=C1O)C1=CC=C(C=C1)Cl)NS(=O)(=O)CC N-(3,4-dihydroxy-5-(4-chlorophenyl)-2-furyl)ethane-sulfonamide